[OH-].[Li+].COC=1C(=CC2=CN(N=C2C1)C1CCC2(COCC(N2C)=O)CC1)C(=O)O 6-Methoxy-2-(1-methyl-2-oxo-4-oxa-1-azaspiro[5.5]undecan-9-yl)-2H-indazole-5-carboxylic acid Lithium hydroxide